CC(CCS(=O)(=O)O)C 3-methylbutanesulfonic acid